2-((3R)-3-((tert-Butyldimethylsilyl)oxy)-4-(3-(6-(trifluoromethyl)pyridin-2-yl)pyrrolidin-1-yl)butyl)isoindoline-1,3-dione [Si](C)(C)(C(C)(C)C)O[C@H](CCN1C(C2=CC=CC=C2C1=O)=O)CN1CC(CC1)C1=NC(=CC=C1)C(F)(F)F